4-((3-methyloxetan-3-yl)methoxy)cyclohexane-1-carboxylic acid CC1(COC1)COC1CCC(CC1)C(=O)O